(2-Bromo-5-(trifluoromethyl)phenyl)methanol BrC1=C(C=C(C=C1)C(F)(F)F)CO